FC1=C2C=C(NC2=CC=C1OC1=NC=NN2C1=C(C(=C2)OC[C@@H](C)O)C)C (R)-1-((4-((4-fluoro-2-methyl-1H-indol-5-yl)oxy)-5-methylpyrrolo[2,1-f][1,2,4]triazin-6-yl)oxy)propan-2-ol